CNCCC=1C=C(OCC(=O)OC)C=CC1 Methyl 2-(3-(2-(methylamino)ethyl)phenoxy)acetate